(S)-6-Methyl-N-((S)-7-oxo-1-(5-(chinolin-3-yl)-1H-imidazol-2-yl)nonyl)-6-azaspiro[2.5]octan-1-carboxamid CN1CCC2(C[C@@H]2C(=O)N[C@@H](CCCCCC(CC)=O)C=2NC(=CN2)C=2C=NC3=CC=CC=C3C2)CC1